(1S,2S)-N-(3-amino-5-cyanophenyl)-2-(4-methylpyrimidin-2-yl)cyclopropane-1-carboxamide NC=1C=C(C=C(C1)C#N)NC(=O)[C@@H]1[C@H](C1)C1=NC=CC(=N1)C